7-[5-(3,5-dichloro-4-fluorophenyl)-4,5-dihydro-5-(trifluoro-methyl)-3-isoxazolyl]furo[3,2-c]pyridine-4-carboxylic acid ClC=1C=C(C=C(C1F)Cl)C1(CC(=NO1)C=1C2=C(C(=NC1)C(=O)O)C=CO2)C(F)(F)F